C(C)(C)(C)C1=CC=C(O[C@H]2[C@@H](CN(CC2)C2=CC(N(C=3C=CC(=NC23)C#N)C)=O)C)C=C1 8-((3R,4R)-4-(4-(tert-Butyl)phenoxy)-3-methylpiperidin-1-yl)-5-methyl-6-oxo-5,6-dihydro-1,5-naphthyridin-2-carbonitril